Cl.FC=1C=C(C(=NC1)OC)[C@@H]1NC[C@H](C1)F 5-fluoro-3-((2R,4S)-4-fluoropyrrolidin-2-yl)-2-methoxypyridine hydrochloride